FC1CNCCC1 3-fluoro-piperidine